O-tert-Butyl (3S)-3-[[4-[4-(4-amino-3-fluoro-phenoxy)-3-pyridyl]pyrimidin-2-yl]amino]piperidine-1-carboxylate NC1=C(C=C(OC2=C(C=NC=C2)C2=NC(=NC=C2)N[C@@H]2CN(CCC2)C(=O)OC(C)(C)C)C=C1)F